2-{[(1R,4R,5S)-5-({2-[(4-cyano-2-fluorophenoxy)methyl]pyrimidin-4-yl}oxy)-2-azabicyclo[2.2.1]heptan-2-yl]methyl}-1-{[(2S)-oxetan-2-yl]methyl}-1H-1,3-benzodiazole-6-carboxylic acid C(#N)C1=CC(=C(OCC2=NC=CC(=N2)O[C@@H]2[C@H]3CN([C@@H](C2)C3)CC3=NC2=C(N3C[C@H]3OCC3)C=C(C=C2)C(=O)O)C=C1)F